Cl.NC[C@]1(C(NC(N1)=O)=O)C1=NN(C=C1C)C |r| rac-5-(aminomethyl)-5-(1,4-dimethyl-1H-pyrazol-3-yl)imidazolidine-2,4-dione hydrochloride